ClC=1N=CC2=C(C(=CC(=C2C1)F)F)C(=O)O.FC(S(=O)(=O)O)(F)F trifluoromethanesulfonic acid (3-chloro-5,7-difluoro-8-isoquinolin-ate)